COC=1C(=C2CN(C(C2=CC1CC1=CC=C(C=C1)OC)=O)[C@H]1COCC[C@@H]1O)C 1,5-anhydro-2,4-dideoxy-2-(5-methoxy-6-(4-methoxybenzyl)-4-methyl-1-oxo-1,3-dihydro-2H-isoindol-2-yl)-L-threo-pentitol